CN1N=CC(=C1)C=1N=C(C=2N(C1)N=CC2)OC[C@@H]2CN(CCC2)C(C=C)=O (S)-1-(3-(((6-(1-methyl-1H-pyrazol-4-yl)pyrazolo[1,5-a]pyrazin-4-yl)oxy)methyl)piperidin-1-yl)prop-2-en-1-one